COC1=NC=NC(=C1B(O)O)OC 4,6-DIMETHOXYPYRIMIDIN-5-YLBORONIC ACID